[Si](C)(C)(C(C)(C)C)OCC1=C(C=C(N)C=C1)F 4-{[(tert-butyldimethylsilyl)oxy]methyl}-3-fluoroaniline